5-(benzyloxy)-4,4-difluoropentanoic acid C(C1=CC=CC=C1)OCC(CCC(=O)O)(F)F